ethyl (2S)-2-[[(2S)-2-amino-3-methyl-butanoyl]amino]-4-[5-[bis(2-chloroethyl)amino]-1-methyl-benzimidazol-2-yl]butanoate N[C@H](C(=O)N[C@H](C(=O)OCC)CCC1=NC2=C(N1C)C=CC(=C2)N(CCCl)CCCl)C(C)C